ClC=1N=C(C2=C(N1)C(=C(N=C2)C2=CC(=CC1=CC=C(C(=C21)CC)F)OCOC)F)N2CC1(CCS1)CCC2 6-(2-chloro-7-(8-ethyl-7-fluoro-3-(methoxymethoxy)naphthalen-1-yl)-8-fluoropyrido[4,3-d]pyrimidin-4-yl)-1-thia-6-azaspiro[3.5]nonane